CN1N=CC(=C1)C1=CC=C(C=C1)B(O)O (4-(1-methyl-1H-pyrazol-4-yl)-phenyl)boronic acid